CCCNC(C(=O)[O-])CCCC=O (3-propyl amino)-6-oxohexanoate